(cyclopropylmethyl)-2-oxo-1H-pyrrolo[2,3-f][1,4]benzothiazine-8-carboxylic acid C1(CC1)CN1C(CSC2=C1C1=C(C=C2)CC(=N1)C(=O)O)=O